ClC1=C(C=CC=C1)/C=C/C=O (E)-3-(o-chlorophenyl)acrolein